CN1C(=NN=C1)C[C@@H](C)C=1C=C(N)C=CC1 3-[(2R)-1-(4-methyl-4H-1,2,4-triazol-3-yl)propan-2-yl]Aniline